tert-butyl (3-(((4-(5-(trifluoromethyl)pyridin-2-yl)bicyclo[2.2.2]octan-1-yl)methyl)amino)phenyl)carbamate FC(C=1C=CC(=NC1)C12CCC(CC1)(CC2)CNC=2C=C(C=CC2)NC(OC(C)(C)C)=O)(F)F